C(C)(C)(C)[Si](OCCCC1OCC1)(C)C tert-butyl-dimethyl-[3-(oxetan-2-yl)propoxy]silane